FC1=C(C=CC(=C1)F)C=1N=C2N(N=CC=C2)C1C(=O)N[C@@H]1C(NC2=C(C(=N1)C1=CC=CC=C1)C=CC=C2)=O 2-(2,4-difluorophenyl)-N-[(3S)-2-oxo-5-phenyl-1,3-dihydro-1,4-benzodiazepine-3-Yl]imidazo[1,2-b]pyridazine-3-carboxamide